5-(3-methoxyphenyl)-1-([oxan-4-yl]-methyl)-1H-pyrazole COC=1C=C(C=CC1)C1=CC=NN1CC1CCOCC1